Cl.Cl.C(C)[C@H]1[C@@H](C2=NC=CC=C2O1)CN |o1:4,5| rel-1-[(2S,3R)-2-ethyl-2,3-dihydrofuro[3,2-b]pyridin-3-yl]methylamine dihydrochloride